OC1=C2C(C=C(OC2=CC(=C1)OC)C1=CC(=C(C=C1)OC)OC)=O 5-hydroxy-7,3',4'-trimethoxyflavone